2-(6-fluoro-1,1-dimethylisochroman-8-yl)-2-(3-((5-(4-methoxy-7-methyl-5,6,7,8-tetrahydro-1,8-naphthyridin-2-yl)pentyl)oxy)azetidin-1-yl)acetic acid FC=1C=C2CCOC(C2=C(C1)C(C(=O)O)N1CC(C1)OCCCCCC1=NC=2NC(CCC2C(=C1)OC)C)(C)C